perfluoro-2-methyl-3-oxacaproic acid ammonium [NH4+].FC(C(=O)O)(OC(C(C(F)(F)F)(F)F)(F)F)C(F)(F)F